NC1=CC(=CC=2OCC(NC21)CC=CC)C(=O)OC methyl 5-amino-3-(but-2-en-1-yl)-3,4-dihydro-2H-benzo[b][1,4]oxazine-7-carboxylate